(5R,6S)-5-((1,3-dioxoisoindolin-2-yl)methyl)-2,2-difluoro-6-methylmorpholine-4-carboxylate O=C1N(C(C2=CC=CC=C12)=O)C[C@@H]1[C@@H](OC(CN1C(=O)[O-])(F)F)C